tert-Butyl 3-(5-bromo-1-{[2-(trimethylsilyl)ethoxy]methyl}-1H-pyrazol-3-yl)-3-(2-ethoxy-2-oxoethoxy)azetidine-1-carboxylate BrC1=CC(=NN1COCC[Si](C)(C)C)C1(CN(C1)C(=O)OC(C)(C)C)OCC(=O)OCC